3-methyl-3,6-diazabicyclo[3.1.1]heptane dihydrochloride Cl.Cl.CN1CC2NC(C1)C2